FC1=C(C=CC(=C1COC=1C=C2C(=NC1)NN=C2C)F)NS(=O)(=O)C=2C(=NC=C(C2)F)OC N-[2,4-Difluoro-3-[([3-methyl-1H-pyrazolo[3,4-b]pyridin-5-yl]oxy)methyl]phenyl]-5-fluoro-2-methoxypyridine-3-sulfonamide